ClC1=C(C(=C(C=C1OC)OC)Cl)C=1C=2N(C3=CC(=NC=C3C1)C=1C(=CC(=C(C1)NC(C#CC)=O)N1CCC(CC1)N1CCOCC1)OC)C=CN2 N-(5-(4-(2,6-dichloro-3,5-dimethoxyphenyl)imidazo[1,2-a][1,6]naphthyridin-8-yl)-4-methoxy-2-(4-morpholinopiperidin-1-yl)phenyl)but-2-ynamide